tert-Butyl (1R,5S)-3-((S or R)-6-chloro-8-fluoro-7-(3-hydroxynaphthalen-1-yl)-2-(3-(piperidin-1-yl)propoxy)quinazolin-4-yl)-3,8-diazabicyclo[3.2.1]octane-8-carboxylate ClC=1C=C2C(=NC(=NC2=C(C1C1=CC(=CC2=CC=CC=C12)O)F)OCCCN1CCCCC1)N1C[C@H]2CC[C@@H](C1)N2C(=O)OC(C)(C)C